C([C@@H]1[C@H]([C@@H]([C@H](C(O1)O)O)[NH3+])O)OP(=O)([O-])[O-] The molecule is an organophosphate oxoanion obtained from 3-amino-3-deoxy-6-O-phosphono-D-glucopyranose by removal of both protons from the phosphate group and protonation of the amino group. The major species at pH 7.3. It is a conjugate base of a 3-amino-3-deoxy-6-O-phosphono-D-glucopyranose.